Tert-butyl (4R)-4-((tert-butoxycarbonyl) amino)-5-(4-hydroxyphenyl)-2-methylpentanoate C(C)(C)(C)OC(=O)N[C@H](CC(C(=O)OC(C)(C)C)C)CC1=CC=C(C=C1)O